1-(2,6-dioxopiperidin-3-yl)-2-oxo-1,2-dihydrobenzo[cd]indole-6-Formaldehyde O=C1NC(CCC1N1C(C2=C3C(C(=CC=C13)C=O)=CC=C2)=O)=O